(2-chlorophenyl)-N-{3-[(2,4-dimethoxybenzyl)sulfamoyl]-4-(2H-pyrazolo[4,3-b]pyridin-2-yl)phenyl}acetamide ClC1=C(C=CC=C1)CC(=O)NC1=CC(=C(C=C1)N1N=C2C(N=CC=C2)=C1)S(NCC1=C(C=C(C=C1)OC)OC)(=O)=O